(S,E)-5-(4-(dimethylamino)but-2-enoyl)-4-(2-(1-ethyl-3-(trifluoromethyl)-1H-pyrazol-4-yl)-3-fluorophenyl)-3-methyl-5,6-dihydro-4H-thieno[2,3-c]pyrrole-2-carbonitrile CN(C/C=C/C(=O)N1CC2=C([C@@H]1C1=C(C(=CC=C1)F)C=1C(=NN(C1)CC)C(F)(F)F)C(=C(S2)C#N)C)C